C(C)(C)(C)CCC tert-butyl-propan